C(C)OC(=O)C=1N=CC=2CN(CC(C2C1)CC(C)C)C1=CC(=CC(=C1)F)F 7-(3,5-difluorophenyl)-5-isobutyl-5,6,7,8-tetrahydro-2,7-naphthyridine-3-carboxylic acid ethyl ester